tert-butyl (6-((4-nitrophenyl)amino)hexyl)carbamate [N+](=O)([O-])C1=CC=C(C=C1)NCCCCCCNC(OC(C)(C)C)=O